C1CC1CN2C(=CC(=N2)C3=CC(=C(N=C3)N)C(F)(F)F)C4[C@H]5[C@@H]4CN(C5)C6COC6 5-(1-(cyclopropylmethyl)-5-((1R,5S,6r)-3-(oxetan-3-yl)-3-azabicyclo[3.1.0]hexan-6-yl)-1H-pyrazol-3-yl)-3-(trifluoromethyl)pyridin-2-amine